OC1=C(C=C(C=C1OC)C1=C(C(=NC(=C1)C1=CC=C(C=C1)Br)N)C#N)OC 4-(4-hydroxy-3,5-dimethoxyphenyl)-6-p-bromophenyl-2-amino-3-cyanopyridine